C(C)NS(=O)=O N-ethyl-sulfonic acid amide